C1(=CC=C(C=C1)N1C(N(C2=NC=CC=C21)[C@@H]2CN(CC2)CC=2N(C(=CN2)C#N)C)=O)C2=CC=CC=C2 (S)-2-((3-(1-([1,1'-biphenyl]-4-yl)-2-oxo-1,2-dihydro-3H-imidazo[4,5-b]pyridin-3-yl)pyrrolidin-1-yl)methyl)-1-methyl-1H-imidazole-5-carbonitrile